BrC1=CC=CC(=N1)C(=O)NC1=CC=C(C=N1)C=1N=NN(C1)C1CC2(CN(C2)C(=O)OC(C)(C)C)C1 tert-butyl 6-(4-(6-(6-bromopicolinamido)pyridin-3-yl)-1H-1,2,3-triazol-1-yl)-2-azaspiro[3.3]heptane-2-carboxylate